C(C)(=O)C1=NN(C2=CC=C(C=C12)C=1C=NC(=NC1)C)CC(=O)N1[C@@H]2C[C@@]2(C[C@H]1C(=O)NC1=NN(C=C1)CC(F)(F)F)C (1R,3S,5R)-2-(2-(3-acetyl-5-(2-methylpyrimidin-5-yl)-1H-indazol-1-yl)acetyl)-5-methyl-N-(1-(2,2,2-trifluoroethyl)-1H-pyrazol-3-yl)-2-azabicyclo[3.1.0]hexane-3-carboxamide